C(C(C)C)N(S(=O)(=O)C1=CC=C(C=C1)OC1=CC=CC=C1)C1=CC=C(C=C1)C1=CC(NO1)=O N-isobutyl-N-(4-(3-oxo-2,3-dihydroisoxazol-5-yl)phenyl)-4-phenoxybenzenesulfonamide